6-Chloro-N-(1-methylpiperidin-4-yl)-2-[4-(4-{2-[(1-methyl-1H-pyrazol-5-yl)amino]ethyl}piperazin-1-yl)phenyl]-3H-imidazo[4,5-b]pyridin-7-amine ClC=1C(=C2C(=NC1)NC(=N2)C2=CC=C(C=C2)N2CCN(CC2)CCNC2=CC=NN2C)NC2CCN(CC2)C